N-[(1R,3R)-3-{[5-{1-[(methanesulfonyl)amino]-2-methyl-1-oxopropan-2-yl}-2'-(2,2,2-trifluoroethyl)[1,1'-biphenyl]-2-yl]oxy}cyclopentyl]-1,4,4-trimethyl-L-prolinamide CS(=O)(=O)NC(C(C)(C)C=1C=CC(=C(C1)C1=C(C=CC=C1)CC(F)(F)F)O[C@H]1C[C@@H](CC1)NC([C@H]1N(CC(C1)(C)C)C)=O)=O